ClC1=C(C=CC(=C1)Cl)OB(O)O 2,4-dichlorophenyl-boric acid